[1-13C]propionate [13C](CC)(=O)[O-]